L-phenylalaninate N[C@@H](CC1=CC=CC=C1)C(=O)[O-]